1-butylazepane-2-thione C(CCC)N1C(CCCCC1)=S